N-allylmethylimidazolium bis(trifluoromethanesulfonyl)imide salt [N-](S(=O)(=O)C(F)(F)F)S(=O)(=O)C(F)(F)F.C(C=C)CN1C=[NH+]C=C1